2-(1-((2r,3r)-3-(2,4-difluorophenyl)-3-hydroxy-4-(1H-1,2,4-triazol-1-yl)-2-butyl)piperidin-4-ylidene)-N'-(4-bromobenzylidene)acethydrazide FC1=C(C=CC(=C1)F)[C@]([C@@H](C)N1CCC(CC1)=CC(=O)NN=CC1=CC=C(C=C1)Br)(CN1N=CN=C1)O